C1(CCC1)O trans-cyclobutyl alcohol